(S)-tert-Butyl 2-(4-aminophenyl)-1,4-oxazepane-4-carboxylate NC1=CC=C(C=C1)[C@@H]1OCCCN(C1)C(=O)OC(C)(C)C